C(C)OC(=O)C1C(C12C(C1=CC=CC=C1C(C2=O)=O)=O)C2=CC1=C(OCO1)C=C2 ethyl-2-(benzo[d][1,3]dioxol-5-yl)-1',3',4'-trioxo-3',4'-dihydro-1'H-spiro[cyclopropane-1,2'-naphthalene]-3-carboxylate